(S)-2-((1-(2-(5-chloro-6-cyanopyridin-3-yl)-3,7-dimethyl-4-oxo-4H-pyrido[1,2-a]pyrimidin-9-yl)ethyl)amino)benzoic acid ClC=1C=C(C=NC1C#N)C=1N=C2N(C(C1C)=O)C=C(C=C2[C@H](C)NC2=C(C(=O)O)C=CC=C2)C